4-[(4-amino-2-{[(2RS)-1-amino-1-oxoprop-2-yl](4-fluorophenyl)amino}-1,3-thiazol-5-yl)carbonyl]benzoic acid NC=1N=C(SC1C(=O)C1=CC=C(C(=O)O)C=C1)N(C1=CC=C(C=C1)F)[C@@H](C(=O)N)C |r|